1-(3-bromo-5-methoxyphenyl)-3-(2,6-dichloropyridin-4-yl)urea BrC=1C=C(C=C(C1)OC)NC(=O)NC1=CC(=NC(=C1)Cl)Cl